BrCCN1C(=O)C(=O)C2=CC(=CC=C12)Cl (2-bromoethyl)-5-chloroisatin